N(=C=S)C\C=C\CCCCCS(=O)C (E)-1-isothiocyanato-8-(methylsulfinyl)oct-2-ene